FC1=C(C=C(C=C1)C(F)(F)F)C=1CCCC2=C(C1C1=CC=C(C=C1)C=C1CN(C1)CCCF)C=CC(=C2)C(=O)O 8-(2-fluoro-5-(trifluoromethyl)phenyl)-9-(4-((1-(3-fluoropropyl)azetidin-3-ylidene)methyl)phenyl)-6,7-dihydro-5H-benzo[7]annulene-3-carboxylic acid